2-(5-methoxy-1H-indol-6-yl)-7-(2,2,6,6-tetramethyl-1,2,3,6-tetrahydropyridin-4-yl)imidazo[1,2-a]pyrimidine COC=1C=C2C=CNC2=CC1C=1N=C2N(C=CC(=N2)C=2CC(NC(C2)(C)C)(C)C)C1